C(CCC)N1CCNCC1 N-butyl-piperazine